C1(=CC(=CC=C1)N1CCN(CC1)C(C(CC1=CC=CC=C1)N1C(CCC1=O)=O)=O)C1=CC=CC=C1 (1-(4-([1,1'-biphenyl]-3-yl)piperazin-1-yl)-1-oxo-3-phenylpropan-2-yl)pyrrolidine-2,5-dione